NC1=C(C=CC(=C1)Br)CC#N 2-(2-amino-4-bromophenyl)acetonitrile